COC(C1=C(C=CC(=C1)C1=C[C@@H](OC2=CC=CC=C12)CN([C@H](C)C1=CC=CC2=CC=CC=C12)C(=O)OC(C)(C)C)C)=O.C(C(=C)C)(=O)OCCC[Si](Cl)(Cl)C methacryloxypropyl-methyl-dichlorosilane methyl-5-((R)-2-(((tert-butoxycarbonyl)((R)-1-(naphthalen-1-yl)ethyl)amino)methyl)-2H-chromen-4-yl)-2-methylbenzoate